N(=[N+]=[N-])CCOC[C@]1(C[C@H](N(C1)C(CNC(=O)C=1C=CC=2C(C3=CC=CC=C3C2C1)(F)F)=O)C(=O)OCC)F ethyl (2S,4R)-4-((2-azidoethoxy)methyl)-1-((9,9-difluoro-9H-fluorene-3-carbonyl) glycyl)-4-fluoropyrrolidine-2-carboxylate